C1(=CC=CC=C1)C1=CN=C(S1)NC[C@@H]1CN(CC1)C(=O)OC(C)(C)C tert-butyl (R)-3-(((5-phenylthiazol-2-yl)amino) methyl)pyrrolidine-1-carboxylate